6-(2,6-dichlorophenyl)-2-((3-methyl-4-(4-methylpiperazin-1-yl)phenyl)amino)-9-(hydroxymethyl)imidazo[1,2-b]pyrimido[4,5-d]pyridazin-5(6H)-one ClC1=C(C(=CC=C1)Cl)N1N2C(C3=C(C1=O)C=NC(=N3)NC3=CC(=C(C=C3)N3CCN(CC3)C)C)=NC(=C2)CO